tert-butyl (S)-3-(((benzyloxy)carbonyl)amino)-3-(methoxymethyl)pyrrolidine-1-carboxylate C(C1=CC=CC=C1)OC(=O)N[C@@]1(CN(CC1)C(=O)OC(C)(C)C)COC